BrC=1C(=NN2C1N=C(C=C2)C=2C=C(O[C@H](CN1N=NN=C1)C)C=CC2)F 1-[(2S)-2-(3-{3-bromo-2-fluoropyrazolo[1,5-a]pyrimidin-5-yl}phenoxy)propyl]-1H-tetrazole